2,6-bis(4'-azidocinnamylidene)-cyclohexanone N(=[N+]=[N-])C1=CC=C(C=CC=C2C(C(CCC2)=CC=CC2=CC=C(C=C2)N=[N+]=[N-])=O)C=C1